2-[6-[6-(Difluoromethyl)imidazo[1,2-b]pyridazin-3-yl]pyrimidin-4-yl]-5-oxa-2,8-diazaspiro[3.5]nonane FC(C=1C=CC=2N(N1)C(=CN2)C2=CC(=NC=N2)N2CC1(C2)OCCNC1)F